C1(CC1)C1(CC(=NC=C1)C(=O)NC)C(=O)N 4-cyclopropyl-N2-methylpyridine-2,4-dicarboxamide